(6aS,8R)-2-chloro-6a-ethyl-8-((5-vinylpyridin-2-yl)oxy)-5,6,6a,7,8,9-hexahydro-pyrrolo[1',2':4,5]pyrazino[2,3-c]pyridazine ClC=1C=C2C(=NN1)NC[C@]1(N2C[C@@H](C1)OC1=NC=C(C=C1)C=C)CC